ClC1=CC2=C(N=C(S2)NC(CCOC2=CC=C(C=C2)C=C2C(NNC2=O)=O)=O)C=C1CC N-(6-chloro-5-ethylbenzo[d]thiazol-2-yl)-3-(4-((3,5-dioxopyrazolidin-4-ylidene)methyl)phenoxy)propanamide